C(C)C(C(=O)O)=C.C(C=C)(=O)OCC ethyl acrylate (ETHYLACRYLATE)